BrC=1C=C(C=C(C1)Br)N(C(=O)C1OC(C(C(C1OC)N1N=NC(=C1)C1=CC(=C(C(=C1)F)F)F)O)CO)[C@H]1[C@@H](CCC1)O N-(3,5-dibromophenyl)-5-hydroxy-N-((1R,2R)-2-hydroxycyclopentyl)-6-(hydroxymethyl)-3-methoxy-4-(4-(3,4,5-trifluorophenyl)-1H-1,2,3-triazol-1-yl)tetrahydro-2H-pyran-2-carboxamide